ClC=1C2=C(C=NC1)C(=NN2)C2=CC=C(C=C2)OC2=C(C(=CC=C2)OC)F 7-chloro-3-(4-(2-fluoro-3-methoxyphenoxy)phenyl)-1H-pyrazolo[4,3-c]pyridine